4-(2-(3,5-difluorophenoxy)pyridin-3-yl)-6-methyl-1-tosyl-1,6-dihydro-7H-pyrrolo[2,3-c]pyridin-7-one FC=1C=C(OC2=NC=CC=C2C=2C3=C(C(N(C2)C)=O)N(C=C3)S(=O)(=O)C3=CC=C(C)C=C3)C=C(C1)F